FC(C1=NN=C(O1)C1=CC(=NC=C1)NC(OC(C)(C)C)=O)F Tert-butyl (4-(5-(difluoromethyl)-1,3,4-oxadiazol-2-yl)pyridin-2-yl)carbamate